1-[[2-(difluoromethoxy)pyridin-4-yl]methyl]-3-[2-(3-fluoro-1-bicyclo[1.1.1]pentanyl)-2-hydroxyethyl]urea FC(OC1=NC=CC(=C1)CNC(=O)NCC(O)C12CC(C1)(C2)F)F